ClC=1C(=C(C(=O)O)C(=CC1)N[C@H](C)C=1C=C(C=C2C(C(=C(OC12)C1=CC=CC=C1)C)=O)C)F 3-Chloro-6-[[(1R)-1-(3,6-dimethyl-4-oxo-2-phenyl-chromen-8-yl)ethyl]amino]-2-fluoro-benzoic acid